N-(3-Chloro-1H-indol-7-yl)-1-[2-[2-(2-methoxyethoxy)ethoxy]ethyl]pyrazol-4-sulfonamid ClC1=CNC2=C(C=CC=C12)NS(=O)(=O)C=1C=NN(C1)CCOCCOCCOC